2,3-Dichloro-5,6-dicyano-1,4-benzoquinone tert-butyl-4-chloro-6-methyl-1H-pyrrolo[2,3-b]pyridine-1-carboxylate C(C)(C)(C)OC(=O)N1C=CC=2C1=NC(=CC2Cl)C.ClC=2C(C(=C(C(C2Cl)=O)C#N)C#N)=O